4-iodo-1,2,6-trifluorobenzene IC1=CC(=C(C(=C1)F)F)F